C(C)OC(CCC1C(N(CCO1)C=1N(C(C(=C(N1)C=1OC2=C(N1)C=CC=C2)OC)=O)C)C2=CC=CC=C2)=O.F[C@H]2[C@H](C2)NC=O (1S,2R)-2-fluorocyclopropyl-formamide ethyl-3-{4-[4-(1,3-benzoxazol-2-yl)-5-methoxy-1-methyl-6-oxopyrimidin-2-yl]-3-phenylmorpholin-2-yl}propanoate